OCCS(=O)(=O)CC(CCC[C@@](C(=O)NNC)(C1=CC(=CC=C1)CCS(=O)(=O)C)C)(C)C (R)-7-((2-hydroxyethyl)sulfonyl)-N',2,6,6-tetramethyl-2-(3-(2-(methylsulfonyl)ethyl)phenyl)heptanehydrazide